5-[(3R)-5',6'-Dihydrospiro[pyrrolidine-3,4'-pyrrolo[1,2-b]pyrazol]-2'-yl]-3-[(1R)-1-(pyridin-4-yl)ethoxy]pyridin-2-amine hydrogen chloride Cl.N=1N2C(=CC1C=1C=C(C(=NC1)N)O[C@H](C)C1=CC=NC=C1)[C@]1(CC2)CNCC1